CC(C(=O)NC1=CC(=CC=C1)C)(C)C 2,2-dimethyl-N-(3-methylphenyl)propionamide